tert-butyl 2-[4-[4-[[(3R)-2,6-dioxo-3-piperidyl]amino]-2-fluoro-phenyl]-1-piperidyl]acetate O=C1NC(CC[C@H]1NC1=CC(=C(C=C1)C1CCN(CC1)CC(=O)OC(C)(C)C)F)=O